C(CCCCC)NC(=O)C1N(CCNC1)C(CCCCCCC)=O N-hexyl-1-octanoylpiperazine-2-carboxamide